4-((3-(3-cyano-1-((tetrahydro-2H-pyran-2-yl)methyl)-1H-pyrazol-4-yl)-2-methoxyphenyl)amino)-6-(cyclopropanecarboxamido)pyridazine-3-carboxamide C(#N)C1=NN(C=C1C=1C(=C(C=CC1)NC1=C(N=NC(=C1)NC(=O)C1CC1)C(=O)N)OC)CC1OCCCC1